FC1=C(C=CC(=C1)C1C(COC2=CC(=CC=C12)O)C1=CC(=C(C=C1)F)C)N1CCC(CC1)CN1CCN(CC1)C=1C=C2CN(C(C2=CC1)=O)C1C(NC(CC1)=O)=O 3-(5-(4-((1-(2-Fluoro-4-(3-(4-fluoro-3-methylphenyl)-7-hydroxychroman-4-yl)phenyl)piperidin-4-yl)methyl)piperazin-1-yl)-1-oxoisoindolin-2-yl)piperidin-2,6-dion